thiophen-2-yl-(5-(thiophen-2-yl)oxazol-2-yl)methanone S1C(=CC=C1)C(=O)C=1OC(=CN1)C=1SC=CC1